difluorocyclopropanecarbaldehyde FC1C(C1C=O)F